ClC1=NC(=CC(=N1)C1=CC(=CC=C1)Cl)C1=CC=2C(C3=CC=CC=C3C2C=C1)(C)C 2-chloro-4-(3-chlorophenyl)-6-(9,9-dimethyl-9H-fluoren-2-yl)pyrimidine